9-(4-chloro-6-(phenyl-d5)-1,3,5-triazin-2-yl)-9H-carbazole ClC1=NC(=NC(=N1)C1=C(C(=C(C(=C1[2H])[2H])[2H])[2H])[2H])N1C2=CC=CC=C2C=2C=CC=CC12